NC1=C(C=C(C=C1Br)OC)C(CCl)=O 1-(2-amino-3-bromo-5-methoxyphenyl)-2-chloroethane-1-one